3-METHYLHEXANE CC(CC)CCC